ClC=1C=C2C(=CN=C(C2=CN1)OC1CC1)C(CO)(C)O 2-(6-chloro-1-cyclopropoxy-2,7-naphthyridin-4-yl)propane-1,2-diol